CNC1=[N+](C=CC(=C1)[N+](=O)[O-])[O-] 2-(methylamino)-4-nitropyridine 1-oxide